2-cyclopentyl-4-(3-ethylphenoxy)-N-(4-(methylsulfonyl)but-3-en-2-yl)pyrimidine-5-carboxamide 3-hydroxy-2-methylheptanoate OC(C(C(=O)O)C)CCCC.C1(CCCC1)C1=NC=C(C(=N1)OC1=CC(=CC=C1)CC)C(=O)NC(C)C=CS(=O)(=O)C